7-(5-(3-(benzo[d]thiazol-2-yl)phenoxy)pentyloxy)-2H-benzopyran-2-one S1C(=NC2=C1C=CC=C2)C=2C=C(OCCCCCOC1=CC3=C(C=CC(O3)=O)C=C1)C=CC2